3-(2,4-dinitrostyryl)-3-cephem-4-carboxylic acid trifluoroacetate FC(C(=O)O)(F)F.[N+](=O)([O-])C1=C(C=CC=2CS[C@H]3N(C2C(=O)O)C(C3)=O)C=CC(=C1)[N+](=O)[O-]